O=[Mn+2] oxomanganese(IV)